tetradecan CCCCCCCCCCCCCC